FC=1C=C(C=CC1)C1=C(OC2=CC=CC=C2C1=O)[C@H](CC)NC1=C2N=C(NC2=NC=N1)O (S)-3-(3-fluorophenyl)-2-(1-((8-hydroxy-9H-purin-6-yl)amino)propyl)-4H-chromen-4-one